N-ethyl-phenethyl-amine C(C)NCCC1=CC=CC=C1